BrC=1C=NC(=NC1)NCC1CC1 5-bromo-N-(cyclopropylmethyl)pyrimidin-2-amine